6'-(2-(1-(Cyclopropylsulfonyl)-1H-pyrazol-4-yl)pyrimidin-4-yl)-N4'-((1s,4s)-4-((dimethylamino)methyl)cyclohexyl)-5-(methylsulfonyl)-[2,3'-bipyridine]-4',6'-diamine C1(CC1)S(=O)(=O)N1N=CC(=C1)C1=NC=CC(=N1)C1(C=C(C(=CN1)C1=NC=C(C=C1)S(=O)(=O)C)NC1CCC(CC1)CN(C)C)N